N[C@@H](C)C(=O)OC1CCC(CC1)C(F)(F)F 4-(trifluoromethyl)cyclohexyl L-alaninate